6-(6-chloro-2-(2,6-dichloro-3,5-dimethoxyphenyl)pyrido[3,4-d]pyrimidin-4-yl)-2-oxa-6-azaspiro[3.3]heptane ClC1=CC2=C(N=C(N=C2N2CC3(COC3)C2)C2=C(C(=CC(=C2Cl)OC)OC)Cl)C=N1